imidazo[1,5-a]pyridin-1-amine C=1(N=CN2C1C=CC=C2)N